BrC1=CC=2N=C(NC(C2S1)=O)CC(C)(C)NC(OC(C)(C)C)=O tert-butyl [2-(6-bromo-4-oxo-3,4-dihydrothieno[3,2-d]pyrimidin-2-yl)-1,1-dimethylethyl]carbamate